CC1=NC2=CC=C(C=C2C=C1CC(=O)OC(C)(C)C)[N+](=O)[O-] tert-butyl 2-(2-methyl-6-nitroquinolin-3-yl)acetate